1-((6-(1H-pyrazol-4-yl)pyridazin-3-yl)methyl)-4-cyclobutylpiperazine-2,3-dione N1N=CC(=C1)C1=CC=C(N=N1)CN1C(C(N(CC1)C1CCC1)=O)=O